NC1=NC(=C(C(=N1)N)N)Cl 2,4,5-triamino-6-chloropyrimidine